(3R)-N-[3-[2-(2-hydroxyethoxy)-6-(morpholin-4-yl)pyridin-4-yl]-4-methylphenyl]-3-[(trifluoromethyl)sulfanyl]pyrrolidine-1-carboxamide OCCOC1=NC(=CC(=C1)C=1C=C(C=CC1C)NC(=O)N1C[C@@H](CC1)SC(F)(F)F)N1CCOCC1